(2R,5s)-2-methyl-5-((R)-3-methyl-morpholin-4-ylmethyl)-piperazine-1-carboxylic acid tert-butyl ester C(C)(C)(C)OC(=O)N1[C@@H](CN[C@H](C1)CN1[C@@H](COCC1)C)C